2'-(3-(3-methyl-2-carbonylpyrrolidin-3-yl)-1H-pyrazol-1-yl)-2H-[1,4'-bipyridine]-2-one CC1(C(NCC1)=C=O)C1=NN(C=C1)C1=NC=CC(=C1)N1C(C=CC=C1)=O